N1(CCNCCC1)C=1C=CC(=C(C(=O)N[C@H](C)C2=CC(=CC(=C2)C=2C=NN(C2)C)OC)C1)C 5-(1,4-Diazepan-1-yl)-N-[(1R)-1-[3-methoxy-5-(1-methylpyrazol-4-yl)phenyl]ethyl]-2-methyl-benzamide